C(C)(C)(C)C1=NC=C(C(=N1)Cl)C(=O)O 2-tert-butyl-4-chloro-pyrimidine-5-carboxylic acid